N-(((9H-fluoren-9-yl)methoxy)carbonyl)-O-(2-hydroxy-2-methylpropyl)-L-serine C1=CC=CC=2C3=CC=CC=C3C(C12)COC(=O)N[C@@H](COCC(C)(C)O)C(=O)O